pyridin-1-ium-3-sulfonate [NH+]1=CC(=CC=C1)S(=O)(=O)[O-]